N[C@@H](C)[C@@H]1NC(=C2C(=N1)NC=C2)NC(=O)C2=CNCCS2 N-((1S,2R)-1-Amino-2,3-dihydro-ethyl-7H-pyrrolo[2,3-d]pyrimidin-4-yl)-3,4-dihydro-2H-1,4-thiazine-6-carboxamide